C(C)(C)C1=C(NC2=CC=C(C=C12)[C@@H]1[C@@H](C1)C(=O)NC1CCC2CNCC21)C2=CC(=NC=C2)C (1r,2s)-2-(3-isopropyl-2-(2-methylpyridin-4-yl)-1H-indol-5-yl)-N-(octahydrocyclopenta[c]pyrrol-4-yl)cyclopropane-1-carboxamide